FC(C=1C=C(C=CC1)CC(=O)N1C2=C(OCC1)C(=CN=C2)C2=CC=C(C#N)C=C2)(F)F 4-(4-(2-(3-(trifluoromethyl)phenyl)acetyl)-3,4-dihydro-2H-pyrido[4,3-b][1,4]oxazin-8-yl)-benzonitrile